N-(1-cyanocyclopropyl)-3-(5-(difluoromethyl)-1,3,4-thiadiazol-2-yl)-8-(2-oxa-7-azaspiro[3.5]nonan-7-yl)imidazo[1,5-a]pyridine-6-sulfonamide C(#N)C1(CC1)NS(=O)(=O)C=1C=C(C=2N(C1)C(=NC2)C=2SC(=NN2)C(F)F)N2CCC1(COC1)CC2